C(C)OC=1C=C2C=CC(=CC2=CC1)C=1N=C(N2C1C(=NC=C2)N)C(C)C 1-(6-ethoxynaphthalen-2-yl)-3-isopropylimidazo[1,5-a]pyrazin-8-amine